C(C)N(S(=O)(=O)C=C)CCOC=1C=NC=CC1C1=C(C2=NC=CC=C2N1)C1=CC=CC=C1 N-ethyl-N-(2-{[4-(3-phenyl-1H-pyrrolo[3,2-b]pyridin-2-yl)pyridin-3-yl]oxy}ethyl)ethenesulfonamide